FC(C1(CC1)C(=O)N)(F)F 1-(trifluoromethyl)cyclopropylcarboxamide